2-(tetrahydropyran-4-yl)-1-(toluene-4-sulfonyl)-1H-pyrrole O1CCC(CC1)C=1N(C=CC1)S(=O)(=O)C1=CC=C(C)C=C1